C(C1=CC=CC=C1)OC1=CC=C(C=C1)C1=NN(C2=CC=C(C=C12)C(=O)NC=1C=CC(=C(C1)NC(C1=CC=C(C(=O)NC)C=C1)=O)C)C N1-(5-(3-(4-(Benzyloxy)phenyl)-1-methyl-1H-indazole-5-carboxamido)-2-methylphenyl)-N4-methylterephthalamide